C(CCCCCCC\C=C/C\C=C/CCCCC)(=O)OCC(COC(CCC(OCC\C=C/CC)OCC\C=C/CC)=O)CO 3-((4,4-bis(((Z)-hex-3-en-1-yl)oxy)butanoyl)oxy)-2-(hydroxymethyl)propyl (9Z,12Z)-octadeca-9,12-dienoate